C1(=CC=CC=C1)N1N=CC(=C1)C=O (1-phenylpyrazol-4-yl)methanone